iron-manganese sulfate S(=O)(=O)([O-])[O-].[Mn+2].[Fe+2].S(=O)(=O)([O-])[O-]